2-(2-Chloro-4-cyano-phenoxy)-N-(5,6-dimethoxy-benzothiazol-2-yl)-2-(4-ethanesulfonyl-phenyl)-acetamide ClC1=C(OC(C(=O)NC=2SC3=C(N2)C=C(C(=C3)OC)OC)C3=CC=C(C=C3)S(=O)(=O)CC)C=CC(=C1)C#N